C(#N)C1(CC1)C(=O)N1CCN(CC1)C(=O)NC(C)C#CC1=CC(=C(C=C1)Cl)Cl 4-(1-cyanocyclopropane-1-carbonyl)-N-(4-(3,4-dichlorophenyl)3-butyn-2-yl)piperazine-1-carboxamide